3-aminothiobutane NSC(CC)C